6-methyl-4[1H]pyrimidone CC1=CC(N=CN1)=O